(3aS,7aS)-2-[(4R)-4-methyl-2-(1-methylpyrazolo[3,4-b]pyridin-4-yl)-3,4-dihydro-1H-isoquinolin-6-yl]-3a,4,5,6,7,7a-hexahydro-1H-pyrrolo[3,4-c]pyridin-3-one C[C@H]1CN(CC2=CC=C(C=C12)N1C([C@@H]2CNCC[C@@H]2C1)=O)C1=C2C(=NC=C1)N(N=C2)C